6-(2,3-Dihydro-1H-inden-5-yl)-4-oxo-4,5-dihydropyrazolo[1,5-a]pyrazine-2-carboxylic acid C1CCC2=CC(=CC=C12)C=1NC(C=2N(C1)N=C(C2)C(=O)O)=O